C1(=CC=CC=C1)[C@@H](C)N1[C@@H]2C=C[C@H]([C@H]1C(=O)OCC)C2 (1S,3S,4R)-Ethyl 2-((R)-1-phenylethyl)-2-azabicyclo[2.2.1]hept-5-ene-3-carboxylate